5-((8-(didecylamino)-8-oxooctyl)(5-hydroxypentyl)amino)pentyl nonan-5-yl carbonate C(OCCCCCN(CCCCCO)CCCCCCCC(=O)N(CCCCCCCCCC)CCCCCCCCCC)(OC(CCCC)CCCC)=O